CC1OCCO1 2-methyl-1,3-dioxolan